N-phenylcarbamic acid (octylphenyl) ester C(CCCCCCC)C1=C(C=CC=C1)OC(NC1=CC=CC=C1)=O